5-(2-aminoethyl-amino)-1-naphthalenesulfonic acid sodium salt [Na+].NCCNC1=C2C=CC=C(C2=CC=C1)S(=O)(=O)[O-]